N[C@@H]1C2=CC=CC=C2CC12CCN(CC2)C=2NC(C1=C(N2)NN=C1C(=C)C=1C=C(C#N)C=CC1)=O (S)-3-(1-(6-(1-amino-1,3-dihydro-spiro[indene-2,4'-piperidin]-1'-yl)-4-oxo-4,5-dihydro-1H-pyrazolo[3,4-d]pyrimidin-3-yl)vinyl)benzonitrile